The molecule is a xylose phosphate that is alpha-D-xylose carrying a phosphate group at position 1. It derives from an alpha-D-xylose. It is a conjugate acid of an alpha-D-xylose 1-phosphate(2-). C1[C@H]([C@@H]([C@H]([C@H](O1)OP(=O)(O)O)O)O)O